6-((2-(1-(cyclopropylsulfonyl)-1H-pyrazol-4-yl)pyrimidin-4-yl)amino)-N-(3-(dimethylamino)-1-phenylpropyl)-4-(isopropylamino)nicotinamide C1(CC1)S(=O)(=O)N1N=CC(=C1)C1=NC=CC(=N1)NC1=NC=C(C(=O)NC(CCN(C)C)C2=CC=CC=C2)C(=C1)NC(C)C